tert-butyl (3-((5-((tert-butoxycarbonyl)oxy)-1-((2-(trimethylsilyl)ethoxy)methyl)-1H-benzo[d]imidazol-2-yl)thio)propyl)carbamate C(C)(C)(C)OC(=O)OC1=CC2=C(N(C(=N2)SCCCNC(OC(C)(C)C)=O)COCC[Si](C)(C)C)C=C1